1,2,3,4-tetrahydroisoquinoline-2-carboxylate C1N(CCC2=CC=CC=C12)C(=O)[O-]